fluoro-4-nitro-benzoic acid methyl ester COC(C1=C(C=C(C=C1)[N+](=O)[O-])F)=O